ClC1=C(C=CC=C1)C1=CC=NCC1 4-(2-chlorophenyl)-5,6-dihydropyridine